CCC(Cl)Cl dichloropropane